COC1=C(CN(S(=O)(=O)C)C=2C=NC=CC2)C=CC(=C1)C=1OC(=NN1)C(F)(F)F N-(2-methoxy-4-(5-(trifluoromethyl)-1,3,4-oxadiazol-2-yl)benzyl)-N-(pyridin-3-yl)methanesulfonamide